2-(1-(2-((2,4-dichloro-5-isopropoxyphenyl)amino)-2-oxoethyl)cyclopentyl)acetic acid ClC1=C(C=C(C(=C1)Cl)OC(C)C)NC(CC1(CCCC1)CC(=O)O)=O